2-methyl-1,4-bis(ethoxycarbonyloxy)naphthalene CC1=C(C2=CC=CC=C2C(=C1)OC(=O)OCC)OC(=O)OCC